5-difluoromethoxymethylene-1H-pyrazole-3-carboxylic acid methyl ester COC(=O)C=1NNC(C1)=COC(F)F